Cl.CN(C)C(C(=O)C1=CC=C(C=C1)F)C (dimethylamino)-1-(4-fluorophenyl)propan-1-one hydrochloride